5-(4-(phenylthio)pyridin-3-yl)-1H-pyrazole-3-carboxamide C1(=CC=CC=C1)SC1=C(C=NC=C1)C1=CC(=NN1)C(=O)N